5-(3-isopropyl-5-(1-propylpiperidin-4-yl)-1H-indol-2-yl)-1-methyl-3-(piperidin-1-yl)pyridin-2(1H)-one C(C)(C)C1=C(NC2=CC=C(C=C12)C1CCN(CC1)CCC)C=1C=C(C(N(C1)C)=O)N1CCCCC1